N-(1-(2-bromopyridin-3-yl)-2-(cyclohexylamino)-2-oxoethyl)-N-(4-(tert-butyl)phenyl)-1H-imidazole-5-carboxamide BrC1=NC=CC=C1C(C(=O)NC1CCCCC1)N(C(=O)C1=CN=CN1)C1=CC=C(C=C1)C(C)(C)C